NCC(CN1N=CN(C1=O)CC=1SC(=CC1)Br)=C(F)F 2-[2-(aminomethyl)-3,3-difluoro-allyl]-4-[(5-bromo-2-thienyl)methyl]-1,2,4-triazol-3-one